iso-propyl-1,4-dimethyl-8-phenyldihydroazulenide C(C)(C)C1[C-](C2=C(C=CC=C(C2C1)C)C1=CC=CC=C1)C